C(C)(C)(C)OC(=O)N1CCN(CC1)C(=O)N1CCC(CC1)CCC(=O)OC 4-(4-(3-methoxy-3-oxopropyl)piperidine-1-carbonyl)piperazine-1-carboxylic acid tert-butyl ester